tert-butyl (3-((1r,3r)-3-cyano-3-methyl-1-((4-methyl-4H-1,2,4-triazol-3-yl)methyl)cyclobutyl)phenyl)carbamate C(#N)C1(CC(C1)(CC1=NN=CN1C)C=1C=C(C=CC1)NC(OC(C)(C)C)=O)C